3λ2-azabicyclo[3.1.0]-hexane C12C[N]CC2C1